N-[[(2R,5S)-2-[3-(4-fluorophenoxy)phenyl]-3-oxo-1,4-thiazepan-5-yl]methyl]-5-methoxy-pyrimidine-2-carboxamide FC1=CC=C(OC=2C=C(C=CC2)[C@H]2SCC[C@H](NC2=O)CNC(=O)C2=NC=C(C=N2)OC)C=C1